Cl.Cl.NCC1=CC=C(C=C1)C=1N(N=C2C1N=CN(C2=O)CC2(CCN(CC2)CC2=C(C=C(C=C2)C2=CN=C(S2)C)Cl)O)C 3-(4-(aminomethyl)phenyl)-6-((1-(2-chloro-4-(2-methylthiazol-5-yl)benzyl)-4-hydroxypiperidin-4-yl)methyl)-2-methyl-2,6-dihydro-7H-pyrazolo[4,3-d]pyrimidin-7-one dihydrochloride